4-(2-(4-fluorophenyl)-1H-pyrrolo-[2,3-b]pyridin-5-yl)-N-(2,2,2-trifluoroethyl)benzamide FC1=CC=C(C=C1)C1=CC=2C(=NC=C(C2)C2=CC=C(C(=O)NCC(F)(F)F)C=C2)N1